1-(4-hydroxybutyl)-1-methylpiperidin-1-ium OCCCC[N+]1(CCCCC1)C